tert-Butyl(1-(3-bromophenyl)-1-oxopropan-2-yl)carbamate C(C)(C)(C)OC(NC(C(=O)C1=CC(=CC=C1)Br)C)=O